C(CCC)(=O)OC[C@]1(O[C@H]([C@@H]2OC(O[C@@H]21)(C)C)C2=CC=C1C(=NC=NN12)N)C#N ((3aS,4R,6S,6aS)-6-(4-aminopyrrolo[2,1-f][1,2,4]triazin-7-yl)-4-cyano-2,2-dimethyltetrahydrofuro[3,4-d][1,3]dioxol-4-yl)methyl butyrate